1-(4-(4-AMINO-1-CYCLOPROPYL-1H-PYRAZOLO[3,4-D]PYRIMIDIN-3-YL)-2-FLUOROPHENYL)-3-(4-((4-METHYLPIPERAZIN-1-YL)METHYL)-3-(TRIFLUOROMETHYL)PHENYL)UREA NC1=C2C(=NC=N1)N(N=C2C2=CC(=C(C=C2)NC(=O)NC2=CC(=C(C=C2)CN2CCN(CC2)C)C(F)(F)F)F)C2CC2